S(=O)(=O)(O)O.O[C@@H]1CC2=CC[C@H]3[C@@H]4CC[C@H](C(C)=O)[C@]4(CC[C@@H]3[C@]2(CC1)C)C 3β-hydroxypregn-5-en-20-one sulfate